FC1=CC=C(C(=O)N[C@@H](CC2=CC=CC=C2)C(=O)N[C@@H](CC2=CC=C(C=C2)F)CO)C=C1 N-(N-p-fluorobenzoyl-L-phenylalanyl)-L-p-fluorophenylalaninol